ClC=1C=CC=C2C=3CCCCC3N(C12)CC1=C(C(=O)O)C=CC=C1OC 2-((8-chloro-1,2,3,4-tetrahydro-9H-carbazol-9-yl)methyl)-3-methoxybenzoic acid